3-p-Tolyl-propynoic acid (3-{9-ethyl-2-[4-(2-hydroxyethyl)-piperazin-1-yl]-9H-purin-6-ylamino}phenyl)amide HCl salt Cl.C(C)N1C2=NC(=NC(=C2N=C1)NC=1C=C(C=CC1)NC(C#CC1=CC=C(C=C1)C)=O)N1CCN(CC1)CCO